(S)-2-(9H-Fluoren-9-yl-methoxycarbonylamino)-3-(1H-indol-3-yl)-propionic acid C1=CC=CC=2C3=CC=CC=C3C(C12)N([C@H](C(=O)O)CC1=CNC2=CC=CC=C12)C(=O)OC